6-methyl-N-(1-methylcyclopropyl)-5-(1,2,3,4-tetrahydroisoquinoline-2-carbonyl)furo[2,3-d]pyrimidin-4-amine CC1=C(C2=C(N=CN=C2NC2(CC2)C)O1)C(=O)N1CC2=CC=CC=C2CC1